C(C)(C)(C)[Si](OCCC1C(C1)B1OC(C(O1)(C)C)(C)C)(C)C tert-butyl-dimethyl-[2-[2-(4,4,5,5-tetramethyl-1,3,2-dioxaborolan-2-yl)cyclopropyl]ethoxy]silane